1-({3,4-difluoro-2-[(2-fluoro-4-iodophenyl)amino]phenyl}carbonyl)-3-{[(3,3,3-trifluoropropyl)amino]methyl}azetidin-3-ol FC=1C(=C(C=CC1F)C(=O)N1CC(C1)(O)CNCCC(F)(F)F)NC1=C(C=C(C=C1)I)F